ClC=1C(=NC(=NC1)NC1=C(C=C(C(=C1)C)C=1C[C@@H](N([C@H](C1)CC)C1CCOCC1)CC)OC(C)C)NC1=C(C=CC=C1)S(=O)(=O)C(C)C 5-chloro-N2-(4-((trans)-2,6-diethyl-1-(tetrahydro-2H-pyran-4-yl)-1,2,3,6-tetrahydropyridin-4-yl)-2-isopropoxy-5-methyl-phenyl)-N4-(2-(isopropylsulfonyl)phenyl)pyrimidine-2,4-diamine